C(C)(C)(C)OC(=O)N1CCC2(CC1)OC1=C(C2)C=CC(=C1)N1C(NC(CC1)=O)=O 6-(2,4-dioxotetrahydropyrimidin-1(2H)-yl)-3H-spiro[benzofuran-2,4'-piperidine]-1'-carboxylic acid tert-butyl ester